N1=CC=C(C=C1)C=1N=C(C2=C(N1)C=NC=C2)N2CCC1(CCN(C1)[C@H]1[C@@H](CCC1)O)CC2 (1R,2R)-2-(8-(2-(pyridin-4-yl)pyrido[3,4-d]pyrimidin-4-yl)-2,8-diazaspiro[4.5]decan-2-yl)cyclopentan-1-ol